INDOLECARBOXYLIC ACID N1C(=CC2=CC=CC=C12)C(=O)O